C1(CC1)CN1N=CC=C1COC=1C=CC2=C(C(=C(O2)C)C(=O)O)C1 5-((1-(Cyclopropylmethyl)-1H-pyrazol-5-yl)methoxy)-2-methylbenzofuran-3-carboxylic acid